(2S)-5,5-dimethyl-2-[(2S,3S)-3-methyl-2-[(2S)-3-methyl-2-{[(2S)-pyrrolidin-2-yl]formamido}butanamido]pentanamido]hexanoic acid CC(CC[C@@H](C(=O)O)NC([C@H]([C@H](CC)C)NC([C@H](C(C)C)NC(=O)[C@H]1NCCC1)=O)=O)(C)C